CNC1=NC2=CC(=CC=C2C=C1)C=O 2-(methylamino)quinoline-7-carbaldehyde